1-(4-fluoro-3-(1-methylcyclopropyl)phenyl)ethan-1-ol methyl-2-amino-6-(4-tert-butylphenyl)-5-cyano-4-methyl-pyridine-3-carboxylate CN1C(C(=C(C(=C1C1=CC=C(C=C1)C(C)(C)C)C#N)C)C(=O)OC(C)C1=CC(=C(C=C1)F)C1(CC1)C)N